4-cyano-5-hydroxy-2-(4-methoxyphenylethyl)-6-methylnicotinic acid ethyl ester C(C)OC(C1=C(N=C(C(=C1C#N)O)C)CCC1=CC=C(C=C1)OC)=O